glycylbetaine C[N+](C)(C)CC(=O)[O-]